3-phenyl-5-(p-tolyl)isoxazole C1(=CC=CC=C1)C1=NOC(=C1)C1=CC=C(C=C1)C